6-chloro-3-isopropyl-N-[[4-(2-pyridyl)phenyl]methyl]-[1,2,4]triazolo[4,3-b]pyridazin-8-amine ClC=1C=C(C=2N(N1)C(=NN2)C(C)C)NCC2=CC=C(C=C2)C2=NC=CC=C2